(S)-N-(1-(3-chlorophenyl)-2-hydroxyethyl)-1-(5-methyl-2-((1-methyl-1H-pyrazol-5-yl)amino)pyrimidin-4-yl)-1H-imidazole-4-carboxamide ClC=1C=C(C=CC1)[C@@H](CO)NC(=O)C=1N=CN(C1)C1=NC(=NC=C1C)NC1=CC=NN1C